ClC=1C=C(C=CC1F)N(C(=O)[C@H]1N(C(N(C1)CC(CO)O)=O)C1=NC(=CC(=C1)C(F)(F)F)C)C1CC1 (4S)-N-(3-chloro-4-fluorophenyl)-N-cyclopropyl-1-(2,3-dihydroxypropyl)-3-(6-methyl-4-(trifluoromethyl)pyridin-2-yl)-2-oxoimidazolidine-4-carboxamide